(-)-2-exo-hydroxy-1-methyl-4-isopropyl-7-oxabicyclo[2.2.1]heptane OC1C2(CCC(C1)(O2)C(C)C)C